N-(cis-1,2-dimethylpiperidin-4-yl)-3-(4-fluorophenylmethyl)pyrazin-2-amine CN1[C@H](C[C@H](CC1)NC1=NC=CN=C1CC1=CC=C(C=C1)F)C